4-((triethylsilyl)oxy)oxydodeca-9-en-2-one C(C)[Si](OOC(CC(C)=O)CCCCC=CCC)(CC)CC